(E)-N-(3-(((benzyl-oxy)carbonyl)oxy)prop-1-en-1-yl)-N-butylbutan-1-amine oxide C(C1=CC=CC=C1)OC(=O)OC/C=C/[N+](CCCC)(CCCC)[O-]